CN([C@H]1[C@@H](CCCC1)N)C (1R,2R)-N,N-dimethyl-1,2-cyclohexanediamine